[Si](C1=CC=CC=C1)(C1=CC=CC=C1)(C(C)(C)C)OC[C@]12C=CCN2C[C@@H](C1)F (2R,7aR)-7a-(((tert-butyldiphenylsilyl)oxy)methyl)-2-fluoro-2,3,5,7a-tetrahydro-1H-pyrrolizine